CC1=NC2=C3C(=C(C=C2C(=N1)O)O)OC=C3 2-Methylfuro[2,3-h]quinazoline-4,6-diol